7-(Acetyloxy)-8-(Acetyloxymethyl)-3-(2-methoxyphenyl)-4H-chromen-4-one C(C)(=O)OC1=CC=C2C(C(=COC2=C1COC(C)=O)C1=C(C=CC=C1)OC)=O